Vinyl-dinaphthothiophene C(=C)C1=CC=CC=2C=CC3=C(C4=C(S3)C=3C=CC=CC3C=C4)C12